1-cyclopropyl-6-fluoro-7-(4-((5,6,7,8-tetrahydronaphthalen-1-yl)methyl)-piperazin-1-yl)-4-oxo-1,4-dihydroquinoline-3-carboxylic acid C1(CC1)N1C=C(C(C2=CC(=C(C=C12)N1CCN(CC1)CC1=CC=CC=2CCCCC12)F)=O)C(=O)O